mono-tertiary butyl-hydroquinone C(C)(C)(C)C1=C(O)C=CC(=C1)O